N,N-di-isopropylacrylamide C(C)(C)N(C(C=C)=O)C(C)C